C1(=CC=CC=C1)C(C)S(=O)(=O)C(C)C1=CC=CC=C1 bis(α-phenylethyl)sulfone